2-amino-6-(cyanomethyl)-6-(difluoromethoxymethyl)-7-oxo-4,5,6,7-tetrahydro-1-thia-3-indenecarboxylic acid NC=1SC=2C(C(CCC2C1C(=O)O)(COC(F)F)CC#N)=O